C1(CC1)CN1S(N=C(C=C1C(=O)NC1=NC(=CC=C1)C(F)(F)F)C1CCC(CC1)C(F)(F)F)(=O)=O 2-(cyclopropylmethyl)-1,1-dioxo-5-[(1r,4r)-4-(trifluoromethyl)cyclohexyl]-N-[6-(trifluoromethyl)pyridin-2-yl]-2H-1λ6,2,6-thiadiazine-3-carboxamide